2-(1H-pyrrolo[2,3-b]pyridin-5-yl)-4H-pyrido[1,2-a]pyrimidin-4-on N1C=CC=2C1=NC=C(C2)C=2N=C1N(C(C2)=O)C=CC=C1